N-(5-(2-(2,2-dimethylmorpholino)acetamido)-2-methylpyridin-3-yl)-2-(2-methoxypyridin-3-yl)pyrazolo[5,1-b]thiazole-7-carboxamide CC1(OCCN(C1)CC(=O)NC=1C=C(C(=NC1)C)NC(=O)C=1C=NN2C1SC(=C2)C=2C(=NC=CC2)OC)C